(S,E)-3-((S)-sec-Butyl)-N'-cyano-N,N-dimethyl-2-oxo-1,2,3,5-tetrahydro-4H-benzo[e][1,4]diazepine-4-carboximidamide [C@H](C)(CC)[C@@H]1N(CC2=C(NC1=O)C=CC=C2)/C(/N(C)C)=N/C#N